distearyltin bis(methyladipate) CC(C(=O)[O-])CCCC(=O)[O-].CC(C(=O)[O-])CCCC(=O)[O-].C(CCCCCCCCCCCCCCCCC)[Sn+4]CCCCCCCCCCCCCCCCCC